1-(2-nitrophenyl)-N-[4-(2,4-dioxo-1,2,3,4-tetrahydronaphtho[1,2-b][1,4]diazepin-5-yl)phenyl]phenyl-N-methylmethanesulfonamide [N+](=O)([O-])C1=C(C=CC=C1)C1(CC=CC=C1)CS(=O)(=O)N(C)C1=CC=C(C=C1)N1C2=C(NC(CC1=O)=O)C1=CC=CC=C1C=C2